4-bromo-N-methylaniline BrC1=CC=C(NC)C=C1